N1N=CC(=C1)CCNC1=NC(=NC(=C1C)C)C(=O)N[C@H](C)C=1C=NC=CC1 (R)-4-((2-(1H-pyrazol-4-yl)ethyl)amino)-5,6-dimethyl-N-(1-(pyridin-3-yl)ethyl)pyrimidine-2-carboxamide